1-chloro-5-methoxy-9-oxo-9,10-dihydroacridine-4-carboxylic acid ClC1=CC=C(C=2NC3=C(C=CC=C3C(C12)=O)OC)C(=O)O